OCCOCCO (bis(2-hydroxyethyl)) ether